N-(2-(4-((4-(2-Acetyl-5-fluoro-1H-indol-3-yl)-1H-1,2,3-triazol-1-yl)methyl)piperidin-1-yl)ethyl)-2'-chloro-4'-fluoro-[1,1'-biphenyl]-4-sulfonamid C(C)(=O)C=1NC2=CC=C(C=C2C1C=1N=NN(C1)CC1CCN(CC1)CCNS(=O)(=O)C1=CC=C(C=C1)C1=C(C=C(C=C1)F)Cl)F